N(N)C1=CC(=C2C(=N1)N(C(=N2)C=2C=NN(C2)C)CCOC)N2CCOCC2 4-(5-hydrazinyl-3-(2-methoxyethyl)-2-(1-methyl-1H-pyrazol-4-yl)-3H-imidazo[4,5-b]pyridin-7-yl)morpholine